3-[(6-butyl-4-phenylquinolin-2-yl)(methyl)amino]propanoic acid C(CCC)C=1C=C2C(=CC(=NC2=CC1)N(CCC(=O)O)C)C1=CC=CC=C1